O1COC2=C1C=C1C(=C2)C(=CC=C1)B1OC(C(O1)(C)C)(C)C 2-benzo[f][1,3]benzodioxol-5-yl-4,4,5,5-tetramethyl-1,3,2-dioxaborolane